O=C(CCS(=O)O)NCCC1=CC=CC=C1 3-oxo-3-(phenethylamino)propane-1-sulfinic acid